1-[4-[(3-dibutylaminopropyl)dimethylsilyl]phenyl]-1-phenylethylene C(CCC)N(CCC[Si](C1=CC=C(C=C1)C(=C)C1=CC=CC=C1)(C)C)CCCC